2-[(5-chloropyridin-3-yl)methyl]-6-[2-(2,2,2-trifluoroethoxy)pyrimidin-5-yl]-2,3-dihydropyridazin-3-one ClC=1C=C(C=NC1)CN1N=C(C=CC1=O)C=1C=NC(=NC1)OCC(F)(F)F